ClC1=NC(=C2N=CN(C2=N1)CC)C1=CC=NC=C1 2-chloro-9-ethyl-6-(4-pyridinyl)purine